C(C)OC(=O)N(C1=CC=C(C=C1)C=1C=CC(=NC1)C(=O)O)C 5-[4-[ethoxycarbonyl-(methyl)amino]phenyl]pyridine-2-carboxylic acid